SCC(SCCS)CSCCS 4-(mercaptomethyl)-1,8-dimercapto-3,6-dithiaoctane